6-(4-fluorophenyl)-5-((1-(quinolin-6-ylmethyl)azetidin-3-yl)oxy)isoindolin-1-one FC1=CC=C(C=C1)C1=C(C=C2CNC(C2=C1)=O)OC1CN(C1)CC=1C=C2C=CC=NC2=CC1